C(CCCCCCCCC)(=O)O[C@@H](CC(=O)NC(C(=O)[O-])C)CCCCCCCCCCC 2-{[(3R)-3-(decanoyloxy)tetradecanoyl]amino}propanoate